3-(8-(3-Cyanophenyl)-2-imino-3-methyl-2,3-dihydro-1H-imidazo[4,5-c]quinolin-1-yl)-4-methylbenzonitrile C(#N)C=1C=C(C=CC1)C1=CC=2C3=C(C=NC2C=C1)N(C(N3C=3C=C(C#N)C=CC3C)=N)C